tert-butyl-[4-(oxiran-2-yl)butyl]-diphenyl-silane C(C)(C)(C)[Si](C1=CC=CC=C1)(C1=CC=CC=C1)CCCCC1OC1